(2,5-difluorophenyl)-N-(3-fluoro-4-(quinolin-4-yloxy)phenyl)-2-oxo-1,2,4,5,6,7-hexahydropyrazolo[1,5-a]pyridine-3-carboxamide FC1=C(C=C(C=C1)F)N1C(C(=C2N1CCCC2)C(=O)NC2=CC(=C(C=C2)OC2=CC=NC1=CC=CC=C21)F)=O